19,22,25,28-triacontatetraenoic acid C(CCCCCCCCCCCCCCCCCC=CCC=CCC=CCC=CC)(=O)O